(3-(4-((1R,5S)-3-(2-hydroxyethyl)-3-azabicyclo[3.1.0]hex-1-yl)phenyl)-6-methoxy-1H-pyrazolo[4,3-b]pyridin-5-yl)-2,3-dihydro-1H-indene-1-carbonitrile OCCN1C[C@@]2(C[C@@H]2C1)C1=CC=C(C=C1)C1=NNC=2C1=NC(=C(C2)OC)C2(CCC1=CC=CC=C21)C#N